ClC1=C(C=C(C=C1)Cl)S(=O)(=O)NC=1C(=C(C=CC1)C=1C=C2C=NC(=NC2=CC1)NC(C(C)(C)C)=O)F N-(6-(3-((2,5-dichlorophenyl)sulfonamido)-2-fluorophenyl)quinazolin-2-yl)pivaloamide